1-(3-bromo-5-fluorophenyl)-3-oxocyclobutane-1-carboxylic acid BrC=1C=C(C=C(C1)F)C1(CC(C1)=O)C(=O)O